NC1=C(C=C(N=N1)C1=C(C=CC=C1)O)CCC1=CC=C(C=C1)CO 2-(6-amino-5-(4-(hydroxymethyl)phenethyl)pyridazin-3-yl)phenol